3-(2-(5-(4-methoxybenzylidene)-3-phenyl-4-oxothiazolidin-2-ylidene)hydrazono)-5-fluoro-1H-indol-2-one COC1=CC=C(C=C2C(N(C(S2)=NN=C2C(NC3=CC=C(C=C23)F)=O)C2=CC=CC=C2)=O)C=C1